O(C1=CC=CC=C1)C=1C=C(C=CC1)N1CC2=CC=CC(=C2CC1)C(CC(=O)O)C1=CC2=C(N(N=N2)C)C(=C1)OC 3-[2-(3-Phenoxyphenyl)-1,2,3,4-tetrahydroisoquinolin-5-yl]-3-(7-methoxy-1-methyl-1H-benzo[d][1,2,3]triazol-5-yl)propionic acid